NC1=NC=CC(=C1Cl)SC1=CN=C(N=N1)N1CCC2(CC1)[C@@H](C1=CC=CC=C1C2)N[S@](=O)C(C)(C)C (R)-N-((S)-1'-(6-((2-amino-3-chloropyridin-4-yl)thio)-1,2,4-triazin-3-yl)-1,3-dihydrospiro[inden-2,4'-piperidin]-1-yl)-2-methylpropan-2-sulfinamide